C(C1=CC=C(C(=O)OCC)C=C1)(=O)OCC diethyl terephthaloate